benzyl (2R)-4-benzyl-2-methyl-5-oxomorpholine-3-carboxylate C(C1=CC=CC=C1)N1C([C@H](OCC1=O)C)C(=O)OCC1=CC=CC=C1